[(2S)-3,4-dihydro-2H-pyran-2-yl]methanol O1[C@@H](CCC=C1)CO